6-chloro-N-[5-(2-fluoroethoxy)-4,6-dimethoxy-pyrimidin-2-yl]-7-pyrazin-2-yl-1H-indole-3-sulfonic acid amide ClC1=CC=C2C(=CNC2=C1C1=NC=CN=C1)S(=O)(=O)NC1=NC(=C(C(=N1)OC)OCCF)OC